ClC=1C(=C(C(=O)N(C)C)C=C(N1)N1[C@@H](CCC1)C)C=O (R)-2-chloro-3-formyl-N,N-dimethyl-6-(2-methylpyrrolidin-1-yl)isoNicotinamide